methyl (R)-2-((tert-butoxycarbonyl)amino)-3-(2,7-dimethyl-2H-indazol-5-yl)propanoate C(C)(C)(C)OC(=O)N[C@@H](C(=O)OC)CC1=CC2=CN(N=C2C(=C1)C)C